CN1CCC(CC1)(C(=O)OC)CC1=C(C=C(C=C1)[N+](=O)[O-])C methyl 1-methyl-4-(2-methyl-4-nitrobenzyl)piperidine-4-carboxylate